N-(3-Chloro-1H-indol-7-yl)-1-(5-fluoro-2-pyridyl)pyrazol-4-sulfonamid ClC1=CNC2=C(C=CC=C12)NS(=O)(=O)C=1C=NN(C1)C1=NC=C(C=C1)F